ClC=1N=NC(=CC1NCC=1NC2=CC=CC=C2C1)Cl 3,6-dichloro-N-(1H-indol-2-ylmethyl)pyridazin-4-amine